C(C(=C)C)(=O)O.OBO dioxaborane monomethacrylate